[N+](=O)([O-])C=1C=C(CN2CCN(CC2)C2=NN=C(S2)NC(CC2=CC=CC=C2)=O)C=CC1 N-(5-(4-(3-nitrobenzyl)piperazin-1-yl)-1,3,4-thiadiazol-2-yl)-2-phenylacetamide